Butyl-3-(2,5-dimethoxyphenyl)-3-methoxyazetidine-1-carboxylate C(CCC)OC(=O)N1CC(C1)(OC)C1=C(C=CC(=C1)OC)OC